OCC1CCN(CC1)C(CN1C(=NC2=C3CC[C@@H](N(C3=CC=C21)C(=O)OC)C)CCN2N=CC=C2)=O methyl (7S)-3-{2-[4-(hydroxymethyl)piperidin-1-yl]-2-oxoethyl}-7-methyl-2-[2-(1H-pyrazol-1-yl)ethyl]-3H,6H,7H,8H,9H-imidazo[4,5-f]quinoline-6-carboxylate